(((thiazol-4-ylmethyl)amino)methyl)benzamide S1C=NC(=C1)CNCC1=C(C(=O)N)C=CC=C1